CC1(C2=CC=CC=C2N(C=2C=CC=CC12)C=1C=CC=2C(C3=CC=CC=C3OC2C1)=O)C 3-(9,9-dimethyl-9H-acridine-10-yl)-9H-xanthen-9-one